(2-(((2R,3S,4R,5R)-5-(6-chloro-4-(cyclopentylamino)-1H-pyrazolo[3,4-b]pyridin-1-yl)-3,4-dihydroxytetrahydrofuran-2-yl)methoxy)-1-hydroxypropan-2-yl)phosphonic acid ClC1=CC(=C2C(=N1)N(N=C2)[C@H]2[C@@H]([C@@H]([C@H](O2)COC(CO)(C)P(O)(O)=O)O)O)NC2CCCC2